5-(trifluoromethyl)-2,3-dihydro-1H-inden-1-one FC(C=1C=C2CCC(C2=CC1)=O)(F)F